ClC(C1=NC(=NO1)C1=CC=2N(C=C1)C=C(N2)CN=S(=O)(CC=2N=COC2)C)(F)F (((7-(5-(chlorodifluoromethyl)-1,2,4-oxadiazol-3-yl)imidazo[1,2-a]pyridin-2-yl)methyl)imino)(methyl)(oxazol-4-ylmethyl)-λ6-sulfanone